1-((Ethylthio)carbonyloxy)ethyl 2-methylbutanoate CC(C(=O)OC(C)OC(=O)SCC)CC